3-[(methylsulfonyloxy)methyl]-2-azabicyclo[2.2.1]Heptane-2-carboxylic acid tert-butyl ester C(C)(C)(C)OC(=O)N1C2CCC(C1COS(=O)(=O)C)C2